C(C)C=1C(=C(C=CC1)O)CC.[Mg] magnesium diethylphenol